NC1=C(C=2C=NC(=C(C2N1C1=C(C(=CC=C1C)OC)C)F)C1CC1)C(=O)N 2-amino-6-cyclopropyl-7-fluoro-1-(3-methoxy-2,6-dimethylphenyl)-1H-pyrrolo[3,2-c]pyridine-3-carboxamide